Methyl 3-(2-methyl-6-nitrophenyl)-2-oxopropionate CC1=C(C(=CC=C1)[N+](=O)[O-])CC(C(=O)OC)=O